CC=1N=C2SC=CN2C1C=O (6-methylimidazo[2,1-b]thiazol-5-yl)methanone